FC(C(=O)O)(F)F.C1(CC1)C1=NC(=CC=C1S(=O)(=O)N1CC2(C1)CNC2)C(F)(F)F 2-((2-cyclopropyl-6-(trifluoromethyl)pyridin-3-yl)sulfonyl)-2,6-diazaspiro[3.3]heptane trifluoroacetate